5-(trimethoxysilyl)pentanoic acid CO[Si](CCCCC(=O)O)(OC)OC